C(C)OC1=CC=C(C=N1)C1=CN=CC(=N1)C(=O)N(/N=C/C=1C(=NC=C(C1)OC)F)C (E)-6-(6-ethoxypyridin-3-yl)-N'-((2-fluoro-5-methoxypyridin-3-yl)methylene)-N-methylpyrazine-2-carbohydrazide